(2S,4R)-1-((S)-2-acetamido-3,3-dimethylbutanoyl)-4-hydroxy-N-((S)-1-(6-(4-methylthiazol-5-yl)pyridin-3-yl)ethyl)pyrrolidine-2-carboxamide C(C)(=O)N[C@H](C(=O)N1[C@@H](C[C@H](C1)O)C(=O)N[C@@H](C)C=1C=NC(=CC1)C1=C(N=CS1)C)C(C)(C)C